N-[(1H-benzotriazol-1-yl)(dimethylamino)methylene]-N-methyl-ammonium N1(N=NC2=C1C=CC=C2)C(=[NH+]C)N(C)C